3-nitro-5-(trifluoromethyl)benzene [N+](=O)([O-])C=1C=CC=C(C1)C(F)(F)F